4-(4,4,5,5-tetramethyl-1,3,2-dioxaborolan-2-yl)-1-(tricyclo[3.3.1.13,7]dec-1-ylmethyl)-1H-pyrazole CC1(OB(OC1(C)C)C=1C=NN(C1)CC12CC3CC(CC(C1)C3)C2)C